N-(((2S,4S)-1-benzyl-4-cyanopyrrolidin-2-yl)methyl)-3-fluoro-6-(4-fluorophenyl)-1H-indole-2-carboxamide C(C1=CC=CC=C1)N1[C@@H](C[C@@H](C1)C#N)CNC(=O)C=1NC2=CC(=CC=C2C1F)C1=CC=C(C=C1)F